N-(4-nitrophenyl)hydroxyamine [N+](=O)([O-])C1=CC=C(C=C1)NO